C1(CCCC1)OC=1C=C(CN2C=NC(=C3N=C(N=C23)C(C)C)N)C=CC1OC 3-(3-Cyclopentyloxy-4-methoxy-benzyl)-8-isopropyl-adenine